FC(C=1N=C(OC1C(=O)N1[C@@H](C2=C(CC1)NC=N2)C=2OC1=C(N2)C=C(C=C1)OC(F)(F)F)C(C)(C)O)F (S)-(4-(difluoromethyl)-2-(2-hydroxypropan-2-yl)oxazol-5-yl)(4-(5-(trifluoromethoxy)benzo[d]oxazol-2-yl)-6,7-dihydro-1H-imidazo[4,5-c]pyridin-5(4H)-yl)methanone